1,1'-Bis-(diphenylphosphino)-ferrocen C1(=CC=CC=C1)P([C-]1C=CC=C1)C1=CC=CC=C1.[C-]1(C=CC=C1)P(C1=CC=CC=C1)C1=CC=CC=C1.[Fe+2]